C1(CCC1)N1C(=C(C=C1C)C(CN1CCCCC1)=O)C 1-(1-Cyclobutyl-2,5-dimethyl-1H-pyrrol-3-yl)-2-(piperidin-1-yl)ethanone